2,4-dichloro-benzaldehyde ClC1=C(C=O)C=CC(=C1)Cl